N1(CCCCC1)C1=CC=C(C=C1)[S-].[Na+] Sodium 4-(piperidin-1-yl)benzenethiolate